S-[2-({(1R)-1-[1-Benzyl-4-(2,5-difluorophenyl)-1H-pyrrol-2-yl]-2,2-dimethylpropyl}{[1-(tert-butoxycarbonyl)pyrrolidin-3-yl]methyl}amino)-2-oxoethyl]-L-cysteine C(C1=CC=CC=C1)N1C(=CC(=C1)C1=C(C=CC(=C1)F)F)[C@@H](C(C)(C)C)N(C(CSC[C@H](N)C(=O)O)=O)CC1CN(CC1)C(=O)OC(C)(C)C